2-(4-acetyl-2-((7-(3-(aminomethyl)phenyl)-2-fluorobenzofuran-5-yl)methoxy)phenyl)acetic acid C(C)(=O)C1=CC(=C(C=C1)CC(=O)O)OCC=1C=C(C2=C(C=C(O2)F)C1)C1=CC(=CC=C1)CN